C1(CC1)COC=1C=C(C=CC1F)[C@](CS(=O)(=O)C)(CC)O (S)-2-(3-(cyclopropylmethoxy)-4-fluorophenyl)-1-(methylsulfonyl)butan-2-ol